CN(C(C=C)=O)C1=C(C=CC(=C1)C)C#CC1=CC=CC=C1 N-methyl-N-(5-methyl-2-(phenylethynyl)phenyl)acrylamide